C(C(C)C)(=O)O.C(CCC)(=O)OCCCCCC hexyl butyrate (CIS-ISOBUTYRATE)